[(1S)-1-(2-Allyl-3-methoxyphenyl)-4-(methoxymethoxy)but-2-ynoxy]-tert-butyldimethylsilane C(C=C)C1=C(C=CC=C1OC)[C@H](C#CCOCOC)O[Si](C)(C)C(C)(C)C